O=C1NC(CCC1OC=1C=CC(=NC1)C1CCN(CC1)CC1CCNCC1)=O 4-((4-(5-((2,6-dioxopiperidin-3-yl)oxy)pyridin-2-yl)piperidin-1-yl)methyl)piperidin